C(C)OC(=O)NC1=C(C=C(C=C1F)C(CNC(C)(C)C)O)C#N 1-(4-ethoxy-carbonylamino-3-cyano-5-fluorophenyl)-2-(tert-butylamino)ethanol